[1-[(2,6-difluorophenyl)methyl-[2-[(2R,3R,4S,5S,6R)-3,4,5-tris[(3,4-dimethoxyphenyl)methoxy]-6-(4-methoxyphenoxy)tetrahydropyran-2-yl]ethyl]phosphoryl]oxy-2-methyl-propyl] propanoate C(CC)(=O)OC(C(C)C)OP(=O)(CC[C@H]1O[C@@H]([C@H]([C@H]([C@@H]1OCC1=CC(=C(C=C1)OC)OC)OCC1=CC(=C(C=C1)OC)OC)OCC1=CC(=C(C=C1)OC)OC)OC1=CC=C(C=C1)OC)CC1=C(C=CC=C1F)F